O1CCC2=C1C=CC(=C2)S(=O)(=O)N2CCC(=CC2)C=2N=C(SC2C)C#N 4-(1-((2,3-dihydrobenzofuran-5-yl)sulfonyl)-1,2,3,6-tetrahydropyridin-4-yl)-5-methylthiazole-2-carbonitrile